N-vinylbenzyl-N-(2-aminoethyl)-3-aminopropyltrimethoxysilane C(=C)N(CCC[Si](OCCC1=CC=CC=C1)(OC)OC)CCN